C1(CC(C(CC1)C(C)C)OC([C@@H](O)C)=O)C Menthyl-L-lactat